FC=1C=C(C=C2CC(CC12)CNCCC1CN(C(O1)=O)C1=NC2=C(OCC(N2)=O)N=C1)NC(C(C)(C)O)=O N-[7-fluoro-2-[[2-[2-oxo-3-(3-oxo-4H-pyrazino[2,3-b][1,4]oxazin-6-yl)oxazolidin-5-yl]ethylamino]methyl]indan-5-yl]-2-hydroxy-2-methyl-propanamide